methyl 3-((5-fluoro-4-(3-(2-methoxypyridin-3-yl)phenyl)pyrimidin-2-yl)amino)cyclohexane-1-carboxylate FC=1C(=NC(=NC1)NC1CC(CCC1)C(=O)OC)C1=CC(=CC=C1)C=1C(=NC=CC1)OC